2-[(4,4-dimethylcyclohexyl) carbamoyl]-1H-pyrrolo[2,3-c]pyridine-5-carboxylate CC1(CCC(CC1)NC(=O)C1=CC=2C(=CN=C(C2)C(=O)[O-])N1)C